tert-butyl (3-((4-(tert-butyl)phenyl)amino)cyclobutyl)carbamate C(C)(C)(C)C1=CC=C(C=C1)NC1CC(C1)NC(OC(C)(C)C)=O